C1(CC1)N(CCN)C(CC(F)(F)F)C=1SC=C(C1F)C#C N1-cyclopropyl-N1-(1-(4-ethynyl-3-fluorothiophen-2-yl)-3,3,3-trifluoropropyl)ethane-1,2-diamine